Phenyl (4-(3-chloro-4-phenoxyphenyl)-but-3-yn-2-yl)-carbamate ClC=1C=C(C=CC1OC1=CC=CC=C1)C#CC(C)NC(OC1=CC=CC=C1)=O